C(C)(=O)N1CC(C1)(C(=O)N(C1=CC=CC=C1)CC1=C(C=C(C=C1)C=1OC(=NN1)C(F)F)F)F 1-acetyl-N-(4-(5-(difluoromethyl)-1,3,4-oxadiazol-2-yl)-2-fluorobenzyl)-3-fluoro-N-phenylazetidine-3-carboxamide